(azetidin-3-yl)-3-fluoro-5-((2-fluoro-4-iodophenyl)amino)isonicotinamide N1CC(C1)C=1C(=C(C(=O)N)C(=CN1)NC1=C(C=C(C=C1)I)F)F